ethyl 7-bromobenzofuran-3-carboxylate BrC1=CC=CC=2C(=COC21)C(=O)OCC